NCCCCCCCCCNC(COC1=CC(=C(C(=O)NC=2SC(=CN2)C)C=C1)C)=O 4-(2-((9-Aminononyl)amino)-2-oxoethoxy)-2-methyl-N-(5-methylthiazol-2-yl)benzamide